[Br-].C(CCCCCCCCCCCCCCC)[N+]([N+](=O)[O-])([N+](=O)[O-])[N+](=O)[O-] hexadecyl-trinitroammonium bromide